C(C1=CC=CC=C1)OC=1C(=C(OCC(=O)NC2=CC(=NN2C(C)(C)C)C2CC(C2)O)C=CC1)C=O 2-(3-(benzyloxy)-2-formylphenoxy)-N-(1-(tert-butyl)-3-((1s,3s)-3-hydroxycyclobutyl)-1H-pyrazol-5-yl)acetamide